1h,4h,5h,6h,7h-imidazo[4,5-c]pyridine-2,5-dicarboxylic acid N1C(=NC=2CN(CCC21)C(=O)O)C(=O)O